C1(=CC=CC=C1)C1=NC=C(C=C1)SC(C1=CC=CC=C1)(C1=CC=CC=C1)C1=CC=CC=C1 2-phenyl-5-[(trityl)thio]-pyridine